FC=1C=C(C=CC1F)NC(=O)C=1C=2CC(C(C2C=CC1)NC(=O)NC)O N-(3,4-difluorophenyl)-2-hydroxy-1-(3-methylureido)-2,3-dihydro-1H-indene-4-carboxamide